FC(S(=O)(=O)N1CC=2C3=C(N(N=C3CC1)C1=NNC=C1)N=C(C2)N2[C@@H](COCC2)C)F (R)-4-(7-((difluoromethyl)sulfonyl)-2-(1H-pyrazol-3-yl)-6,7,8,9-tetrahydro-2H-1,2,3,7-tetraazabenzo[cd]azulene-4-yl)-3-methylmorpholine